tert-butyl 4-acetylpiperidine-1-carboxylate C(C)(=O)C1CCN(CC1)C(=O)OC(C)(C)C